The molecule is a homoisoflavonoid that is 2,3-dihydro-4H-chromen-4-onethat is substituted by hydroxy groups at positions 5 and 7, a methoxy group at position 6, and a 3-hydroxy-4-methoxybenzyl group at position 3. It has been isolated from various plants, including the bulb of Cremastra appendiculata. It has a role as a plant metabolite and an angiogenesis modulating agent. It is a homoisoflavonoid, an aromatic ether and a polyphenol. COC1=C(C=C(C=C1)CC2COC3=C(C2=O)C(=C(C(=C3)O)OC)O)O